N-(2-hydroxyethylamino)ethylenediamine OCCNNCCN